6-((1-(2-(Methoxyimino)propionyl)piperidin-4-yl)amino)pyrimidine-4-carboxylic acid methyl ester COC(=O)C1=NC=NC(=C1)NC1CCN(CC1)C(C(C)=NOC)=O